6-chloro-5-methoxy-1-methyl-2-(5-(trifluoromethyl)-4H-1,2,4-triazol-3-yl)-1H-pyrrolo[3,2-b]pyridine ClC=1C=C2C(=NC1OC)C=C(N2C)C2=NN=C(N2)C(F)(F)F